5-(4-chlorophenyl)-3-methyl-2-(methylamino)-6-(pyridin-4-yl)pyrimidin ClC1=CC=C(C=C1)C1=CN(C(N=C1C1=CC=NC=C1)NC)C